(1R,2R,3R)-N-[7-chloro-6-[4-((3S,4S)-4-hydroxy-3-methyl-tetrahydrofuran-3-yl)piperazin-1-yl]-3-isoquinolyl]-2,2-dimethyl-3-tetrahydropyran-2-yl-cyclopropanecarboxamide ClC1=C(C=C2C=C(N=CC2=C1)NC(=O)[C@H]1C([C@@H]1[C@@H]1OCCCC1)(C)C)N1CCN(CC1)[C@]1(COC[C@H]1O)C